(1r,3r)-3-((2,6-difluoropyridin-3-yl)oxy)-N-((6-fluoroisoquinolin-5-yl)methyl)cyclobutan-1-amine hydrochloride Cl.FC1=NC(=CC=C1OC1CC(C1)NCC1=C2C=CN=CC2=CC=C1F)F